ClC1=C(C=C(C(=C1)NC1=C(C=CC=C1)Cl)C)N=CN(C)CC N'-(2-chloro-4-((2-chlorophenyl)amino)-5-methylphenyl)-N-ethyl-N-methylformimidamide